C1(=CC=CC=C1)[C@@H](C)NC(=O)C1CNCCC1 piperidine-3-carboxylic acid ((R)-1-phenyl-ethyl)-amide